C(C)(=O)OC=1C=CC=C2C(=CNC12)CCN(C(C)C)CC 3-(2-(ethyl (isopropyl) amino) ethyl)-1H-indol-7-yl acetate